tris(trimethylsilyl)phosphite C[Si](C)(C)OP(O[Si](C)(C)C)O[Si](C)(C)C